[3-[(3-allyloxyphenyl)methoxy]-4-pyridyl]methanamine C(C=C)OC=1C=C(C=CC1)COC=1C=NC=CC1CN